CN1C(C(CCC1(C)C)OC(C(C(=O)OC1C(N(C(CC1)(C)C)C)(C)C)(CC1=CC(=C(C(=C1)C(C)(C)C)O)C(C)(C)C)CCCC)=O)(C)C n-butyl-3,5-di-tert-butyl-4-hydroxybenzyl-malonic acid bis(1,2,2,6,6-pentamethylpiperidyl) ester